C1(CC1)NN1N=CC2=CC=C(C=C12)F (cyclopropylamino)-6-fluoro-1H-indazol